C(=O)C1=C2C=CN(C2=C(C=C1O)C)C(=O)OC(C)(C)C tert-butyl 4-formyl-5-hydroxy-7-methyl-1H-indole-1-carboxylate